3-(2-aminoethyl)indole hydrochloride Cl.NCCC1=CNC2=CC=CC=C12